C(C)(C)(C)OC(=O)N1CC2(C1)CCN(CC2)C2=CC1=C(NC(O1)=O)C=C2 7-(2-oxo-3H-1,3-benzoxazol-6-yl)-2,7-diazaspiro[3.5]nonane-2-carboxylic acid tert-butyl ester